CC1=CC2=C(NN=N2)C=C1 L-5-methylbenzotriazole